beta-octadecenylaminopropionate C(=CCCCCCCCCCCCCCCCC)NCCC(=O)[O-]